C1(CCCCC1)N1N=NN=C1C(C=1C=C(C=CC1)O)N1CCN(CC1)C1=C(C=NC=C1Cl)Cl 3-((1-cyclohexyl-1H-tetrazol-5-yl)(4-(3,5-dichloropyridin-4-yl)piperazin-1-yl)methyl)phenol